(R)-2-amino-3-cyclopentylpropanoic acid N[C@@H](C(=O)O)CC1CCCC1